FC=1C=CC(=C(C1)C(N)C=1NC=C(N1)C)OC (5-fluoro-2-methoxy-phenyl)-(4-methyl-1H-imidazol-2-yl)methanamine